(R)-N-(2-sulfamoylpyridin-4-yl)-5-(trifluoromethyl)-2-(2-(trifluoromethyl)pyrrolidin-1-yl)nicotinamide N-succinimidyl-6-(4'-azido-2'-nitrophenylamino)hexanoate C1(CCC(N1N(CCCCCC(=O)O)C1=C(C=C(C=C1)N=[N+]=[N-])[N+](=O)[O-])=O)=O.S(N)(=O)(=O)C1=NC=CC(=C1)NC(C1=C(N=CC(=C1)C(F)(F)F)N1[C@H](CCC1)C(F)(F)F)=O